1-(1-bromoethyl)-4-methylbenzene BrC(C)C1=CC=C(C=C1)C